4-((((1R,2S)-2-Hydroxycyclopentyl)amino)methyl)-2-nitro-6-(trifluoromethyl)phenol O[C@@H]1[C@@H](CCC1)NCC1=CC(=C(C(=C1)C(F)(F)F)O)[N+](=O)[O-]